(2-(imidazo[1,2-b]pyridazin-3-yl)vinyl)-4-methyl-N-(5-(trifluoromethyl)-[1,1'-biphenyl]-3-yl)benzamide N=1C=C(N2N=CC=CC21)C=CC2=C(C(=O)NC=1C=C(C=C(C1)C(F)(F)F)C1=CC=CC=C1)C=CC(=C2)C